(4-((4-(3-((2-((1S)-1-((tetrahydro-2H-pyran-2-yl)oxy)ethyl)-1H-imidazol-1-yl)methyl)isoxazol-5-yl)phenyl)ethynyl)phenyl)methanol O1C(CCCC1)O[C@@H](C)C=1N(C=CN1)CC1=NOC(=C1)C1=CC=C(C=C1)C#CC1=CC=C(C=C1)CO